2-((Tert-Butyldimethylsilyloxy)ethyl)-1-methyl-1H-pyrazole [Si](C)(C)(C(C)(C)C)OCCN1N(C=CC1)C